benzyl 4-hydroxy-3-(hydroxymethyl)benzoate Sodium Borohydride [BH4-].[Na+].OC1=C(C=C(C(=O)OCC2=CC=CC=C2)C=C1)CO